BrC1=CC=C(C(=N1)NC(=O)[C@H]1N[C@@H]2C[C@@]2(C1)CNC([C@H](C(C)C)NC(OC)=O)=O)COC Methyl ((S)-1-((((1R,3S,5R)-3-((6-bromo-3-(methoxymethyl)pyridin-2-yl)carbamoyl)-2-azabicyclo[3.1.0]hexan-5-yl)methyl)amino)-3-methyl-1-oxobutan-2-yl)carbamate